Cl.FC=1C=C(C=C(C1)OC)C1=CC(=CC=C1)S(=O)(=O)N1C=C(C=C1C1=C(C=CC=C1)F)CNC 1-(1-((3'-fluoro-5'-methoxy-[1,1'-biphenyl]-3-yl)sulfonyl)-5-(2-fluorophenyl)-1H-pyrrol-3-yl)-N-methyl-methylamine hydrochloride